FC(C1(CNC1)C(=O)NC=1C=CC(=NC1)C=1N=NN(C1NC(O[C@H](C)C=1C(=NC=C(C1)F)F)=O)C)F (R)-1-(2,5-difluoropyridin-3-yl)ethyl (4-(5-(3-(difluoromethyl)azetidine-3-carboxamido)pyridin-2-yl)-1-methyl-1H-1,2,3-triazol-5-yl)carbamate